1-methyl-3-((6-nitro-1H-indol-3-yl)methyl)-1H-indole CN1C=C(C2=CC=CC=C12)CC1=CNC2=CC(=CC=C12)[N+](=O)[O-]